[NH+]1=C(N)N=C2N=CN=C2C1=O guaninium